C1(=CC=C(CC1)C(C)C)C p-Menth-1,3-diene